dioctyltin diethyl-maleate C(C)/C(=C(/C(=O)[O-])\CC)/C(=O)[O-].C(CCCCCCC)[Sn+2]CCCCCCCC